(3-ethyl-4'-heptyl-[1,1'-biphenyl]-4-yl)boronic acid C(C)C=1C=C(C=CC1B(O)O)C1=CC=C(C=C1)CCCCCCC